5-(1-(3-fluoropropyl)-1H-benzo[d][1,2,3]triazol-6-yl)-4-methoxy-N-(2-oxaspiro[3.5]nonan-7-yl)pyrrolo[2,1-f][1,2,4]triazin-2-amine FCCCN1N=NC2=C1C=C(C=C2)C=2C=CN1N=C(N=C(C12)OC)NC1CCC2(COC2)CC1